6-((5-cyclopropyl-4-oxo-4,5,6,7-tetrahydropyrazolo[1,5-a]pyrazin-2-yl)amino)-4-((3-(5-fluoropyrimidin-2-yl)-2-methoxyphenyl)amino)-N-(methyl-d3)pyridazine-3-carboxamide C1(CC1)N1C(C=2N(CC1)N=C(C2)NC2=CC(=C(N=N2)C(=O)NC([2H])([2H])[2H])NC2=C(C(=CC=C2)C2=NC=C(C=N2)F)OC)=O